NCCOCCNC(=O)NCCS(=O)(=O)C (2-(2-aminoethoxy)ethyl)-3-(2-(methylsulfonyl)ethyl)urea